ClC=1N(N=C2C=CC(=CC12)[N+](=O)[O-])CC(=C)C 3-chloro-2-(2-methyl-allyl)-5-nitro-2H-indazole